ClC=1C=C(C=CC1)[C@@H](C)NC(=O)C=1OC=C(N1)C1=NC(=NC=C1C)NC1=CC=NN1C (R)-N-(1-(3-chlorophenyl)ethyl)-4-(5-methyl-2-((1-methyl-1H-pyrazol-5-yl)amino)pyrimidin-4-yl)oxazole-2-carboxamide